FC1=C(C=CC(=C1)F)[C@@](CN1N=CN=C1)([C@@H](C)N)O (2R,3R)-2-(2,4-difluorophenyl)-3-amino-1-(1H-1,2,4-triazol-1-yl)-butan-2-ol